N-(4-hydroxy-bicyclo[2.2.2]oct-1-yl)-4-(6-methylfuro[3,2-c]pyridin-4-yl)benzamide OC12CCC(CC1)(CC2)NC(C2=CC=C(C=C2)C2=NC(=CC1=C2C=CO1)C)=O